2-((4-(3-(4-chloro-2-fluorobenzyloxy)phenyl)-2-oxopyridin-1(2H)-yl)methyl)-1-((tetrahydrofuran-2-yl)methyl)-1H-benzo[d]imidazole-6-carboxylic acid ClC1=CC(=C(COC=2C=C(C=CC2)C2=CC(N(C=C2)CC2=NC3=C(N2CC2OCCC2)C=C(C=C3)C(=O)O)=O)C=C1)F